CC(COC1=NC=CC=C1C(F)(F)F)(C)NC(C[C@@H]1N(CCC1)C)=O (R)-N-(2-methyl-1-((3-(trifluoromethyl)pyridin-2-yl)oxy)propan-2-yl)-2-(1-methylpyrrolidin-2-yl)acetamide